N-{3-[4-amino-7-(1-isopropyl-piperidin-4-yl)-7H-pyrrolo[2,3-d]pyrimidin-5-yl]-2-fluoro-phenyl}-4-methoxy-3-methyl-benzenesulfonamide NC=1C2=C(N=CN1)N(C=C2C=2C(=C(C=CC2)NS(=O)(=O)C2=CC(=C(C=C2)OC)C)F)C2CCN(CC2)C(C)C